5-(3-(3-amino-1H-pyrazol-4-yl)phenyl)-1-isopropyl-1H-indazole NC1=NNC=C1C=1C=C(C=CC1)C=1C=C2C=NN(C2=CC1)C(C)C